((7R)-7-amino-2-azabicyclo[2.2.1]hept-2-yl)(2-(1-(cyclopropylmethyl)-6-(3-fluoro-4-hydroxyphenyl)-1H-pyrrolo[2,3-b]pyridin-2-yl)-3-methylpyrazolo[1,5-a]pyridin-6-yl)methanone N[C@H]1C2N(CC1CC2)C(=O)C=2C=CC=1N(C2)N=C(C1C)C1=CC=2C(=NC(=CC2)C2=CC(=C(C=C2)O)F)N1CC1CC1